CN1N=C(C2=CC(=C(C=C12)C1=CC(=NC=C1)C)N)C 1,3-Dimethyl-6-(2-methylpyridin-4-yl)-1H-indazol-5-amine